4-((5-fluoro-4-(3-((S)-3-hydroxypyrrolidine-1-carbonyl)phenyl)pyrimidin-2-yl)amino)cyclohexane-1-carboxylic acid FC=1C(=NC(=NC1)NC1CCC(CC1)C(=O)O)C1=CC(=CC=C1)C(=O)N1C[C@H](CC1)O